ClC1=NC=CC=C1S(=O)(=O)NC=1C=CC=C2C=NN(C12)C chloro-N-(1-methylindazol-7-yl)pyridine-3-sulfonamide